5-((Chloro-2-iodo-5-(3-methoxypropoxy)pyridin-3-yl)oxy)-2,2-dimethylcyclopentan-1-one ClC1=C(C(=NC=C1OCCCOC)I)OC1CCC(C1=O)(C)C